(2S)-3-(8-acetyl-2-oxo-1,8-diazaspiro[4.5]dec-3-yl)-2-aminopropionic acid methyl ester hydrochloride Cl.COC([C@H](CC1C(NC2(C1)CCN(CC2)C(C)=O)=O)N)=O